8-[4-[(3S)-1-(3-fluoropropyl)pyrrolidin-3-yl]oxyphenyl]-7-(3-fluoro-4-pyridyl)-5,6-dihydronaphthalen-2-ol FCCCN1C[C@H](CC1)OC1=CC=C(C=C1)C1=C(CCC=2C=CC(=CC12)O)C1=C(C=NC=C1)F